amino-4-chlorobutyrate NC(C(=O)[O-])CCCl